(S)-1-(4,5-difluoro-2-methylphenyl)-5-(5-(3,5-dimethylisoxazol-4-yl)-1-((R)-1-(methylsulfonyl)pyrrolidin-3-yl)-1H-benzo[d]imidazol-2-yl)pyrrolidin-2-one FC1=CC(=C(C=C1F)N1C(CC[C@H]1C1=NC2=C(N1[C@H]1CN(CC1)S(=O)(=O)C)C=CC(=C2)C=2C(=NOC2C)C)=O)C